2-fluoro-6-methoxy-4-((4-methyl-1H-pyrazol-1-yl)methyl)benzonitrile FC1=C(C#N)C(=CC(=C1)CN1N=CC(=C1)C)OC